(S)-3-(4-(2-amino-2-(4,4-difluorocyclohexyl)acetamido)phenyl)-4-chloro-2-methylpyridine 1-oxide N[C@H](C(=O)NC1=CC=C(C=C1)C=1C(=[N+](C=CC1Cl)[O-])C)C1CCC(CC1)(F)F